C1(=CC=CC=C1)P(=O)(OC1=CC=C(C(=O)C2=CC=C(C=C2)OP(=O)(C2=CC=CC=C2)C2=CC=CC=C2)C=C1)C1=CC=CC=C1 4,4'-bis(diphenyl-phosphinyloxy)benzophenone